ClC1=NC=C(C(=N1)C1=C2OC[C@@H](N3C=NC(C(=C1)F)=C32)C)F (S)-6-(2-chloro-5-fluoropyrimidin-4-yl)-8-fluoro-3-methyl-3,4-dihydro-5-oxa-1,2a-diazaacenaphthylene